FC(C=1C=C(C=CC1)N1C=NC(=C1)N)(F)F 1-(3-(trifluoromethyl)phenyl)-1H-imidazol-4-amine